[Si](C1=CC=CC=C1)(C1=CC=CC=C1)(C(C)(C)C)OC[C@@H]1C([C@@H]2[C@@H](OC(O2)(C)C)O1)(C#CC1CC1)OC(C)=O (3ar,5r,6ar)-acetic acid 5-(((tert-butyldiphenylsilyl) oxy) methyl)-6-(cyclopropylethynyl)-2,2-dimethyltetrahydrofurano[2,3-d][1,3]dioxol-6-yl ester